S1C=CC2=C1C=NC2=O 4H-thieno[2,3-c]pyrrol-4-one